ClC1=C(C=CC(=C1)Cl)NC1=NC(=CC(=N1)OCC1=C(C=CC=C1)\C(\C(=O)OC)=C/OC)C(F)(F)F methyl (αE)-2-[[[2-[(2,4-dichlorophenyl) amino]-6-(trifluoromethyl)-4-pyrimidinyl]oxy]methyl]-α-(methoxymethylene)benzeneacetate